C(CCCCCCCCCCCCCCC)(=O)OCCO hydroxyethyl hexadecanoate